N[C@@H](CC1=CNC=N1)C(=O)O.N[C@@H](CC1=CNC=N1)C(=O)O.N[C@@H](CC1=CNC=N1)C(=O)O.[Cr] chromium trihistidine